1,13-bis(heptylthio)-7-oxotridecane-2,12-diyl dinonanoate C(CCCCCCCC)(=O)OC(CSCCCCCCC)CCCCC(CCCCC(CSCCCCCCC)OC(CCCCCCCC)=O)=O